7-Fluoroquinoline-4-carboxylic acid ethyl ester C(C)OC(=O)C1=CC=NC2=CC(=CC=C12)F